2-(4-bromobenzyl)-5-methyl-2,7-dihydro-4H-pyrazolo[3,4-d]Pyrimidine BrC1=CC=C(CN2N=C3NCN(CC3=C2)C)C=C1